C(C)(C)(C)OC(N(C)[C@@H](COCC1=NN(C(=C1Br)OC)C)C)=O.NC(CC1(CCCCC1)CNC(C1=CC=C(C=C1)C#CC1=C(C=CC=C1)F)=O)=O N-((1-(2-amino-2-oxoethyl)cyclohexyl)methyl)-4-((2-fluorophenyl)ethynyl)benzamide tert-butyl-(R)-(1-((4-bromo-5-methoxy-1-methyl-1H-pyrazol-3-yl)methoxy)propan-2-yl)(methyl)carbamate